O.O.O.O.OC1=C(C=C(C2=CC=CC=C12)S(=O)(=O)O)N=O 4-hydroxy-3-nitroso-1-naphthalenesulfonic acid tetrahydrate